2-Amino-5-cyclobutoxy-1-(3-((4-methoxybenzyl)oxy)-2,6-dimethylphenyl)-6-methyl-1H-pyrrolo[2,3-b]pyridine-3-carbonitrile NC1=C(C=2C(=NC(=C(C2)OC2CCC2)C)N1C1=C(C(=CC=C1C)OCC1=CC=C(C=C1)OC)C)C#N